C1(=CC=CC=C1)C(C(=O)O)(CO)C α-phenylhydroxyisobutyric acid